1-(2-chlorobenzyl)piperidin-4-amine ClC1=C(CN2CCC(CC2)N)C=CC=C1